(S)- and (R)-2-((4-cyanophenethyl)amino)-N-(5-(3-ethyl-2-oxoimidazolidin-1-yl)pyridin-2-yl)-2-phenyl-acetamide C(#N)C1=CC=C(CCN[C@H](C(=O)NC2=NC=C(C=C2)N2C(N(CC2)CC)=O)C2=CC=CC=C2)C=C1 |r|